NC1=CC(=C(C=C1OC)N1CCC(CC1)N1CCC(CC1)OCCNC1=C2CN(C(C2=CC=C1)=O)C1C(NC(CC1)=O)=O)CC 3-[4-[2-[[1-[1-(4-amino-2-ethyl-5-methoxy-phenyl)-4-piperidyl]-4-piperidyl]oxy]ethylamino]-1-oxo-isoindolin-2-yl]piperidine-2,6-dione